N1C(=NC2=C1C=CC=C2)C2=C(C(=CC=C2)Cl)C=2C(=CC(=CC2)C(N[C@H](COC)C2CC2)=O)C(=O)O (S)-2'-(1H-1,3-benzodiazol-2-yl)-6'-chloro-4-[(1-cyclopropyl-2-methoxyethyl)carbamoyl]-[1,1'-biphenyl]-2-carboxylic acid